ClC1=C(C=C(OCC(=O)NC23CC(C2)(C3)NC(=O)[C@H]3OC2=C(C(C3)=O)C=C(C(=C2)F)F)C=C1)F (2S)-N-{3-[2-(4-chloro-3-fluorophenoxy)acetamido]bicyclo[1.1.1]pentan-1-yl}-6,7-difluoro-4-oxo-3,4-dihydro-2H-1-benzopyran-2-carboxamide